(2S,3R)-2-{7-chloro-6-[1-(dimethylamino)ethyl]-1,1-dioxo-3,4-dihydro-5,1lambda6,2-benzoxathiazepin-2-yl}-3-(6-fluoro-2,3-dimethylphenyl)butanoic acid ClC=1C=CC2=C(OCCN(S2(=O)=O)[C@H](C(=O)O)[C@H](C)C2=C(C(=CC=C2F)C)C)C1C(C)N(C)C